[Se].BrC1=CC=C(C=C1)S(=O)(=O)N1CC(C(C(C1)=CC=1N=NN(C1)C1=C(C=CC=C1)C)=O)=CC=1N=NN(C1)C1=C(C=CC=C1)C 1-((4-bromophenyl)sulfonyl)-3,5-bis((1-(o-tolyl)-1H-1,2,3-triazol-4-yl)methylene)piperidin-4-one selenium